3-isobutyl-5-(pyridin-2-yl)-1,2,4-thiadiazole C(C(C)C)C1=NSC(=N1)C1=NC=CC=C1